BrC=1C(=C(OC=2C=C(CC#N)C=C(C2)Cl)C=CC1)I 3-(3-bromo-2-iodophenoxy)-5-chlorobenzyl cyanide